C(CCC)C(C(=O)OC(C)C)C(C(=O)OC(C)C)CCCC diisopropyl 2,3-di-n-butylsuccinate